1-(5-((5-carboxy-5-methylhexyl)oxy)pentyl)cyclopropane C(=O)(O)C(CCCCOCCCCCC1CC1)(C)C